C(C)OC(C(CC(=O)C=1OC=CC1)=O)=O 4-furan-2-yl-2,4-dioxo-butyric acid ethyl ester